2-(3-bromo-5-(6-(trifluoromethyl)-1H-benzo[d]imidazol-2-yl)phenoxy)-N,N-dimethylethan-1-amine BrC=1C=C(OCCN(C)C)C=C(C1)C1=NC2=C(N1)C=C(C=C2)C(F)(F)F